(1s,3s)-3-((6-(5-(hydroxymethyl)-1-methyl-1H-1,2,3-triazol-4-yl)-2-methylpyridin-3-yl)oxy)cyclohexane-1-carboxylic acid OCC1=C(N=NN1C)C1=CC=C(C(=N1)C)O[C@@H]1C[C@H](CCC1)C(=O)O